CC1=NC=CC=C1C(=O)O 2-methylpyridine-3-carboxylic acid